O1C(=CC=C1)C=CC(=O)N[C@@H](CC1=CC=CC=C1)C(=O)NCC(=O)NCC(=O)O N-[3-(2-furyl)acryloyl]-L-phenylalanyl-glycylglycine